2-chloro-3-methyl-5-(trifluoromethyl)pyridine ClC1=NC=C(C=C1C)C(F)(F)F